C(C)OC(=O)C=1OC2=C(C1C)C=C(C=C2)S(N(C2=C(C=CC=C2)N2CCN(CC2)C(=O)C2=NC=CC=C2)CCC2=CC=CC=C2)(=O)=O 3-methyl-5-(N-phenethyl-N-(2-(4-pyridineformylpiperazin-1-yl)phenyl)sulfamoyl)benzofuran-2-carboxylic acid ethyl ester